1-tert-butyl O3-methyl 4-methylpiperazine-1,3-dicarboxylate CN1C(CN(CC1)C(=O)OC(C)(C)C)C(=O)OC